rac-(3R,4S)-3-fluoro-4-hydroxy-4-methylpiperidine-1-carboxylic acid tert-butyl ester C(C)(C)(C)OC(=O)N1C[C@H]([C@@](CC1)(C)O)F |r|